C(C)(C)(C)OC(=O)N1C(C2=CC(=CC(=C2C1C)P(=O)(C)C)C1=NC(=NC=C1F)NC1=C(C=CC(=C1)N1CCN(CC1)C)OC)=O 4-(dimethylphosphoryl)-6-(5-fluoro-2-((2-methoxy-5-(4-methylpiperazin-1-yl)phenyl)amino)pyrimidine-4-yl)-3-Methyl-1-oxoisoindoline-2-carboxylic acid tert-butyl ester